ON=C(C(=O)N)C 2-(hydroxyimino)propanamide